FC(CC)(OCC1N(CC(CC1)C1=CC=C(C=C1)C(F)(F)F)C1=CC=C(C(=O)OC)C=C1)F Methyl 4-(2-((1,1-difluoropropoxy)methyl)-5-(4-(trifluoromethyl)phenyl)piperidin-1-yl)benzoate